salicylic acid-13C [13C](C=1C(O)=CC=CC1)(=O)O